FC=1C=C2C(CNC2=CC1S(=O)(=O)N)C 5-fluoro-3-methylindoline-6-sulfonamide